6-(4-(2-(benzyloxy)-1-methylcyclobutyl)piperazin-1-yl)-5-chloro-1H-indazole C(C1=CC=CC=C1)OC1C(CC1)(C)N1CCN(CC1)C1=C(C=C2C=NNC2=C1)Cl